CC1(CCN(CC1)C1=C(C=CC=C1C)NS(=O)(=O)C1=CC=C(S1)C(=O)N(C)C)C 5-[[2-(4,4-dimethyl-1-piperidyl)-3-methyl-phenyl]sulfamoyl]-N,N-dimethyl-thiophene-2-carboxamide